(R)-(3,5-dibromo-4-methoxyphenyl)(1,5-dimethyl-5,6-dihydropyrazolo[4,3-b][1,4]oxazin-7(1H)-yl)methanone BrC=1C=C(C=C(C1OC)Br)C(=O)N1C2=C(O[C@@H](C1)C)C=NN2C